1-[(5-fluoro-1H-indol-2-yl)carbonyl]piperidin FC=1C=C2C=C(NC2=CC1)C(=O)N1CCCCC1